C(#N)C1=C(C=C(C=N[S@](=O)C(C)(C)C)C=C1F)F (R)-N-(4-cyano-3,5-difluorobenzylidene)-2-methylpropan-2-sulfinamide